CC=1C=CC2=C(N(C(=N2)C2=CC=C(C=C2)C)CC2=CC=CC=C2)C1 6-Methyl-1-benzyl-2-(p-tolyl)-1H-benzo[d]imidazole